4-(4-((5-chloro-6-(2H-1,2,3-triazol-2-yl)pyridin-3-yl)carbamoyl)-5-(trifluoromethyl)-1H-pyrazol-1-yl)-3-methylpyridine 1-oxide ClC=1C=C(C=NC1N1N=CC=N1)NC(=O)C=1C=NN(C1C(F)(F)F)C1=C(C=[N+](C=C1)[O-])C